FC=1C=2OCC(N3C=C(C(C(=CC1F)C32)=O)CN[C@@H]3CN(CCC3)C=3C=CC(=NC3)C#N)C 5-[(3S)-3-[(6,7-difluoro-2-methyl-10-oxo-4-oxa-1-azatricyclo[7.3.1.05,13]trideca-5(13),6,8,11-tetraen-11-yl)methylamino]-1-piperidyl]pyridine-2-carbonitrile